(3R)-1-{5-tert-butyl-3-[(2-chlorophenyl)methyl]-3H-[1,2,3]triazolo[4,5-d]pyrimidin-7-yl}pyrrolidine-3-thiol C(C)(C)(C)C=1N=C(C2=C(N1)N(N=N2)CC2=C(C=CC=C2)Cl)N2C[C@@H](CC2)S